4-(3,5-bis((tetrahydrofuran-3-yl)oxy)phenoxy)-7-methoxyquinoline-6-carboxamide O1CC(CC1)OC=1C=C(OC2=CC=NC3=CC(=C(C=C23)C(=O)N)OC)C=C(C1)OC1COCC1